2-cyclopropyl-N'-hydroxyethanimidamide C1(CC1)CC(N)=NO